NC=1C(=C(C=CC1)C=1N=C(SC1C1=NC(=NC=C1)Cl)C1CCN(CC1)C(=O)C1CCN(CC1)C(=O)OC(C)(C)C)F tert-butyl 4-{4-[4-(3-amino-2-fluorophenyl)-5-(2-chloropyrimidin-4-yl)-1,3-thiazol-2-yl]piperidine-1-carbonyl}piperidine-1-carboxylate